ClC=1C=C2C=C(NC2=CC1C1=NC=C(N=C1)OC(F)F)CNC(C)=O N-((5-chloro-6-(5-(difluoromethoxy)pyrazin-2-yl)-1H-indol-2-yl)methyl)acetamide